2-ethoxy-4-methyl-1-((4,8,12-trimethyltrideca-3,7,11-trien-1-yl)oxy)benzene C(C)OC1=C(C=CC(=C1)C)OCCC=C(CCC=C(CCC=C(C)C)C)C